tert-butyl 3-[3-[4-(cyclopropylcarbamoyl)-3-(difluoro methoxy)-5-methoxy-phenyl]-6-fluoro-imidazo[1,2-a]pyridin-7-yl]azetidine-1-carboxylate C1(CC1)NC(=O)C1=C(C=C(C=C1OC)C1=CN=C2N1C=C(C(=C2)C2CN(C2)C(=O)OC(C)(C)C)F)OC(F)F